5-((2,3-dihydrobenzo[b][1,4]dioxin-5-yl)amino)-N-((2S)-2-fluorocyclopropyl)-7-(methylamino)pyrazolo[1,5-a]pyrimidine-3-carboxamide O1C2=C(OCC1)C(=CC=C2)NC2=NC=1N(C(=C2)NC)N=CC1C(=O)NC1[C@H](C1)F